2-methyl-1-(pyridin-2-yl)indole CC=1N(C2=CC=CC=C2C1)C1=NC=CC=C1